[N+](=O)([O-])C=1C=CC(=NC1)O[C@@H](CNC1=NC(=NC(=C1Cl)CC)C)C |r| (RS)-N-(2-((5-nitropyridin-2-yl)oxy)propyl)-5-chloro-2-methyl-6-ethylpyrimidin-4-amine